4-Aminomethyl-1-methyl-1H-pyridin-2-one tert-butyl-6-fluoro-8-methoxy-2,3,4,5-tetrahydro-1H-pyrido[3,2-b]indole-1-carboxylate C(C)(C)(C)OC(=O)N1CCCC=2NC=3C(=CC(=CC3C21)OC)F.NCC2=CC(N(C=C2)C)=O